(S)-(6-((2-amino-3-chloropyridin-4-yl)thio)-3-(5-amino-5,7-dihydro-spiro-[cyclopenta[b]pyridin-6,4'-piperidin]-1'-yl)pyrazin-2-yl)methanol NC1=NC=CC(=C1Cl)SC1=CN=C(C(=N1)CO)N1CCC2(CC1)[C@@H](C=1C(=NC=CC1)C2)N